(((((2S,3S,4R,5R)-5-(5-chloro-7-(cyclopentylamino)-3H-[1,2,3]triazolo[4,5-b]pyridin-3-yl)-3,4-dihydroxytetrahydrofuran-2-yl)methyl)sulfonyl)methyl)phosphonic acid ClC1=CC(=C2C(=N1)N(N=N2)[C@H]2[C@@H]([C@@H]([C@H](O2)CS(=O)(=O)CP(O)(O)=O)O)O)NC2CCCC2